1-((3S,4R)-4-fluoro-3-((2-((1-(1-methylpiperidin-4-yl)-1H-pyrazol-4-yl)amino)-7H-pyrrolo[2,3-d]pyrimidin-4-yl)oxy)-piperidin-1-yl)prop-2-en-1-one F[C@H]1[C@H](CN(CC1)C(C=C)=O)OC=1C2=C(N=C(N1)NC=1C=NN(C1)C1CCN(CC1)C)NC=C2